FC1=C(C(=O)F)C=C(C(=C1)F)[N+](=O)[O-] 2,4-difluoro-5-nitrobenzoyl fluoride